N-(beta-aminoethyl)piperazine NCCN1CCNCC1